COC=1C=C2[C@]3(C(NC2=CC1)=O)[C@@H](C3)C3=CC=C1C(=NNC1=C3)NC=3N(N=CC3OC)C (1r,2s)-5'-methoxy-2-{3-[(4-methoxy-2-methylpyrazol-3-yl)amino]-1H-indazol-6-yl}-1'H-spiro[cyclopropan-1,3'-indol]-2'-one